2-(((S)-4-(6-((5-Cyanopyridin-2-yl)methoxy)pyridin-2-yl)-2-methylpiperazin-1-yl)methyl)-3-(((S)-oxetan-2-yl)methyl)-3H-imidazo[4,5-b]pyridin C(#N)C=1C=CC(=NC1)COC1=CC=CC(=N1)N1C[C@@H](N(CC1)CC1=NC=2C(=NC=CC2)N1C[C@H]1OCC1)C